C(=O)(OCC1=CC=CC=C1)C(=O)OCC1=CC=CC=C1 Cbzcarbonyl-benzyl-oxygen